C(C)(=O)C1=C(C=CC=C1)OC(=O)N1CCN(CC1)C(=S)SCC=C 2-acetylphenyl-4-((allylthio)carbonothioyl)piperazine-1-carboxylate